ClC1=NC(=NC=C1)N1CCC12CCN(CC2)C(=O)OC(C)(C)C tert-butyl 1-(4-chloropyrimidin-2-yl)-1,7-diazaspiro[3.5]nonane-7-carboxylate